purinic acid N1=C(N=C2N=CNC2=C1)C(=O)O